4-((3-chloro-2-methylphenyl)amino)-2-(difluoromethyl)pyrido[3,2-d]pyrimidine-7-carbaldehyde ClC=1C(=C(C=CC1)NC=1C2=C(N=C(N1)C(F)F)C=C(C=N2)C=O)C